4-(2-pyrrolidin-1-ylethyl)-2-vinylpyridine N1(CCCC1)CCC1=CC(=NC=C1)C=C